(1S,2R,5R)-5-(4-amino-2-methyl-7H-pyrrolo[2,3-d]pyrimidin-7-yl)-3-(((2-amino-3-chloro-5-fluoroquinolin-7-yl)oxy)methyl)cyclopent-3-ene-1,2-diol NC=1C2=C(N=C(N1)C)N(C=C2)[C@@H]2C=C([C@H]([C@H]2O)O)COC2=CC(=C1C=C(C(=NC1=C2)N)Cl)F